(1R)-2-(7-cyclopropyl-2-{2-fluoro-4-[(3S)-3-(1H-1,2,3,4-tetrazol-5-yl)pyrrolidin-1-yl]phenyl}pyrazolo[1,5-a]pyrimidine-5-carbonyl)-1-methyl-1,2,3,4-tetrahydroisoquinoline C1(CC1)C1=CC(=NC=2N1N=C(C2)C2=C(C=C(C=C2)N2C[C@H](CC2)C2=NN=NN2)F)C(=O)N2[C@@H](C1=CC=CC=C1CC2)C